cis-Coumaric acid C(\C=C/C1=CC=C(C=C1)O)(=O)O